3,4,5-trifluorophenylacetaldehyde FC=1C=C(C=C(C1F)F)CC=O